3-Z-[1-(4-(N-methyl-N-benzyl-aminomethyl)-anilino)-1-propyl-methylene]-6-carbamoyl-2-indolinone CN(CC1=CC=CC=C1)CC1=CC=C(N\C(\CCC)=C\2/C(NC3=CC(=CC=C23)C(N)=O)=O)C=C1